FC1=C(C=CC(=C1)C)C=1C2=C(N=C(N1)[C@H]1C[C@H](OCC1)C1=CC(=NC=C1)C)N=C(C(=C2)C)C 4-(2-fluoro-4-methylphenyl)-6,7-dimethyl-2-((2s,4r)-2-(2-methyl-4-pyridinyl)tetrahydro-2H-pyran-4-yl)pyrido[2,3-d]pyrimidine